N1CCCC12CCCN(C2)C2=C1C(=NC=C2)N(C=C1C=1SC(=CN1)C)COCC[Si](C)(C)C 2-[[4-(1,9-diazaspiro[4.5]decan-9-yl)-3-(5-methylthiazol-2-yl)pyrrolo[2,3-b]pyridin-1-yl]methoxy]ethyl-trimethyl-silane